7-((2r,4r)-4-((2,3-dihydrobenzo[b][1,4]dioxin-6-yl)oxy)-2-methylpiperidin-1-yl)-8-methyl-4H-pyrimido[1,2-b]pyridazin-4-one O1C2=C(OCC1)C=C(C=C2)O[C@H]2C[C@H](N(CC2)C=2C(=CC=1N(N2)C(C=CN1)=O)C)C